6-tert-butyl-5-(4-chlorophenyl)-4-(2-fluoro-6-(trifluoromethoxy)phenoxy)thieno[2,3-d]pyrimidine C(C)(C)(C)C1=C(C2=C(N=CN=C2OC2=C(C=CC=C2OC(F)(F)F)F)S1)C1=CC=C(C=C1)Cl